3-(Piperidin-1-yl)-8-azabicyclo[3.2.1]octane hydrochloride Cl.N1(CCCCC1)C1CC2CCC(C1)N2